[N-]=C=O.[N-]=C=O.CC1CC(CCC1)C 2,6-dimethylcyclohexane diisocyanate